N-[2-(2H-1,3-Benzodioxol-5-yl)-1-methylethyl]-N-methyl-4-methyltetrahydro-2H-pyran-4-carboxamide O1COC2=C1C=CC(=C2)CC(C)N(C(=O)C2(CCOCC2)C)C